2-(4-(2-(4-(morpholinomethyl)phenyl)furo[3,2-b]pyridin-7-yl)pyridin-2-yl)propan-2-ol O1CCN(CC1)CC1=CC=C(C=C1)C1=CC2=NC=CC(=C2O1)C1=CC(=NC=C1)C(C)(C)O